3-[(6R,8aS)-2-[4-chloro-2-(trifluoromethyl)phenyl]-6-ethyl-3-oxo-5,6,8,8a-tetrahydro-1H-imidazo[1,5-a]pyrazin-7-yl]-6-(2-ethoxyphenyl)pyridine-2-carboxylic acid ClC1=CC(=C(C=C1)N1C(N2[C@@H](CN([C@@H](C2)CC)C=2C(=NC(=CC2)C2=C(C=CC=C2)OCC)C(=O)O)C1)=O)C(F)(F)F